FC1(CCN(CC1)C(=O)C=1C=C2C=CC=C(C2=CC1)C=1C=C2C=NN(C(C2=CC1)=O)COC)F 6-(6-(4,4-difluoropiperidine-1-carbonyl)naphthalen-1-yl)-2-(methoxymethyl)phthalazin-1(2H)-one